7-Methoxy-2,3,4,5-tetrahydrobenzo[f][1,4]thiazepine Hydrobromide Br.COC=1C=CC2=C(CNCCS2)C1